[I-].ClC/1=C(CCC\C1=C/C=C/1\C(C2=CC=CC=C2C1(C)C)C)/C=C/C1=[N+](C2=CC=CC=C2C1(C)C)C 2-((E)-2-((E)-2-chloro-3-(2-((E)-1,3,3-trimethylinden-2-ylidene)ethylidene)cyclohex-1-en-1-yl)vinyl)-1,3,3-trimethyl-3H-indol-1-ium iodide